C1=CC=C2C(=C1)C3=NC4=NC(=NC5=C6C=CC=CC6=C([N-]5)N=C7C8=CC=CC=C8C(=N7)N=C2[N-]3)C9=CC=CC=C94.[Fe+2] IRON(II) PHTHALOCYANINE